C(#N)C1=C(C=CC(=N1)C(=O)NC)N1CCC(CC1)CC1=NC=NC(=C1F)NC(=O)NCC 6-cyano-5-(4-((6-(3-ethylureido)-5-fluoropyrimidin-4-yl)methyl)piperidin-1-yl)-N-methylpicolinamide